CNC1=CC(N(C2=NC(=CC=C12)C(F)(F)F)C=1C(=NC=CC1)C)=O 4-(methylamino)-1-(2-methylpyridin-3-yl)-7-(trifluoromethyl)-1,8-naphthyridin-2(1H)-one